C(C)OC1=CC(=CC=C1COC1=CN(N=C1)F)OC 6-ethoxy-2-fluoro-4-((4-methoxybenzyl)oxy)pyrazole